ClC=1C(=C2N=C(N=C3C2=C([C@@H](C[C@H]2COCCCN32)O)N1)SCC)F (4R,5aS)-2-chloro-12-(ethylthio)-1-fluoro-4,5,5a,6,9,10-hexahydro-8H-7-oxa-3,10a,11,13-tetraazanaphtho[1,8-ab]heptalen-4-ol